5-(4-ethoxybenzoyl)-3-(1-neopentyl-1,2,3,6-tetrahydropyridin-4-yl)-1H-indole C(C)OC1=CC=C(C(=O)C=2C=C3C(=CNC3=CC2)C=2CCN(CC2)CC(C)(C)C)C=C1